FC(OC1=C(C(=CC=C1)F)I)F 1-(difluoromethoxy)-3-fluoro-2-iodobenzene